Benzyl N-[(1S)-1-[(2S)-5-azido-6-oxo-tetrahydropyran-2-yl]-2-fluoro-ethyl]-N-benzyl-carbamate N(=[N+]=[N-])C1CC[C@H](OC1=O)[C@@H](CF)N(C(OCC1=CC=CC=C1)=O)CC1=CC=CC=C1